5-[(2-Fluorophenoxymethylthio)methyl]-1,3,4-oxadiazol-2(3H)-one FC1=C(OCSCC2=NNC(O2)=O)C=CC=C1